phenylsalicylate C1(=CC=CC=C1)OC=1C(C(=O)[O-])=CC=CC1